C(CCCCCCCCCCCCCCCCCCCCCCCCCC)C(C(=O)O[C@]1(CN(CCC1)C=1C2=C(N=C(N1)Cl)C(=C(N=C2)Cl)F)C)CCCCCCCCCCCCCCCCCCCCCCCCCC (R)-1-(2,7-dichloro-8-fluoropyrido[4,3-d]pyrimidin-4-yl)-3-methyl-piperidin-3-ol heptacosan-1-yl-montanate